CC1=CC=CC(=N1)C1=C(C=NN1)C=1C=C2C=C(C=NC2=CC1)C(=O)OC1CCNCC1 4-piperidyl 6-[5-(6-methyl-2-pyridyl)-1H-pyrazol-4-yl]quinoline-3-carboxylate